5-chloro-2-(4-cyclopropylmethoxypiperidin-1-yl)pyridin-3-amine ClC=1C=C(C(=NC1)N1CCC(CC1)OCC1CC1)N